tert-butyl cis-3-methyl-1-(pyrimidin-2-yl)-6-azabicyclo[3.1.1]heptane-6-carboxylate CC1CC2(N(C(C1)C2)C(=O)OC(C)(C)C)C2=NC=CC=N2